O1CNCCC=C1 2,3,4,5-tetrahydro-1,3-oxaazepine